C(C)(=O)OCC1=NN2C(CN(CCC2)C(=O)OC(C)(C)C)=C1F tert-butyl 2-(acetoxymethyl)-3-fluoro-7,8-dihydro-4H-pyrazolo[1,5-a][1,4]diazepine-5(6H)-carboxylate